FC1=CC=C(C=C1)[C@H](C)OC(NCC1=NC=2C(=NC=CC2)N1CC1=CC=C(C=C1)F)=O [3-(4-Fluoro-benzyl)-3H-imidazo[4,5-b]pyridin-2-ylmethyl]-carbamic acid (S)-1-(4-fluorophenyl)-ethyl ester